ClC=1C=C(C(=NC1)N1C([C@H](N(C(C1)=O)CC1=CC=C(C=C1)C(F)F)C12CC(C1)(C2)C(=O)N)=O)F (R)-3-(4-(5-chloro-3-fluoropyridin-2-yl)-3,6-dioxo-1-(4-(difluoromethyl)benzyl)piperazin-2-yl)bicyclo[1.1.1]pentane-1-carboxamide